C(C1=CC=CC=C1)OC1=C(C=C(C(=O)N2C(CC(C2)F)C(=O)N2C(CCC2)C#N)C=C1F)F 1-[1-(4-benzyloxy-3,5-difluorobenzoyl)-4-fluoro-pyrrolidine-2-carbonyl]-pyrrolidine-2-carbonitrile